((3R)-8-(2-chlorophenoxy)-7-hydroxy-1-methyl-2-oxo-1,2,3,4-tetrahydroquinolin-3-yl)urea ClC1=C(OC=2C(=CC=C3C[C@H](C(N(C23)C)=O)NC(=O)N)O)C=CC=C1